C(C)(C)(C)OC(C1=C(N=CC=C1)COC(COC1=CC=CC=C1)=O)=O ((2-phenoxyacetoxy)methyl)nicotinic acid tert-butyl ester